C/C(/CCC=O)=C\CC[C@H](C=C)C |r| (+-)-(4E)-4,8-dimethyl-4,9-decadienal